N-(3-(N-(tert-butyl)sulfamoyl)-5-cyclopropylphenyl)-6-((1-hydroxy-2-methylpropan-2-yl)amino)-2-(6-azaspiro[2.5]octan-6-yl)nicotinamide C(C)(C)(C)NS(=O)(=O)C=1C=C(C=C(C1)C1CC1)NC(C1=C(N=C(C=C1)NC(CO)(C)C)N1CCC2(CC2)CC1)=O